ClC=1C(=CC(=C(C1)S(=O)(=O)N(C=1SC=CN1)CC1=C(C=C(C=C1)OC)OC)F)NC(CC=1C=NC=CC1)C 5-chloro-N-(2,4-dimethoxybenzyl)-2-fluoro-4-((1-(pyridin-3-yl)propan-2-yl)amino)-N-(thiazol-2-yl)benzenesulfonamide